1-(4-(trifluoromethyl)phenyl)indoline-2,3-dione FC(C1=CC=C(C=C1)N1C(C(C2=CC=CC=C12)=O)=O)(F)F